4-(4-((4-(3-((2-((S)-1-hydroxyethyl)-1H-imidazol-1-yl)methyl)isoxazol-5-yl)phenyl)ethynyl)benzyl)morpholine-2-carboxylic acid O[C@@H](C)C=1N(C=CN1)CC1=NOC(=C1)C1=CC=C(C=C1)C#CC1=CC=C(CN2CC(OCC2)C(=O)O)C=C1